C1(=CC=CC=C1)C1=NC=CC=C1[Rh]C1(C(=C(C(=C1C)C)C)C)C 2-phenylpyridyl-pentamethylcyclopentadienyl-rhodium